NCCCN1C=NC2=C1C(=CC=C2)C=2C=C(O[C@H]1C[C@H](N(C1)C(=O)OCC1=CC=CC=C1)C(=O)O)C=CC2 (2S,4S)-4-[3-[3-(3-aminopropyl)benzimidazol-4-yl]phenoxy]-1-benzyloxycarbonyl-pyrrolidine-2-carboxylic acid